tert-butyl 2-(2-(4-(azetidin-1-yl)-3-(1-(2,2,2-trifluoroethyl)-1H-indazole-3-carboxamido)benzamido)-5-fluorophenyl)acetate N1(CCC1)C1=C(C=C(C(=O)NC2=C(C=C(C=C2)F)CC(=O)OC(C)(C)C)C=C1)NC(=O)C1=NN(C2=CC=CC=C12)CC(F)(F)F